C1(=CC=CC=C1)SSC1=CC=CC=C1 1,2-diphenyldisulfane